C1(CC1)CC1=CNC=2N=CN=C(C21)N[C@H]2CN(CCC2)C(=O)OC(C)(C)C tert-butyl (R)-3-((5-(cyclopropylmethyl)-7H-pyrrolo[2,3-d]pyrimidin-4-yl)amino)piperidine-1-carboxylate